BrC=1C=C(OC2C(NC(CC2)=O)=O)C=CC1C(C)C 3-(3-bromo-4-isopropylphenoxy)piperidine-2,6-dione